C(C)N=[Ta](NCC)(NCC)NCC ethyliminotris(ethylamino)tantalum